3-(4-((2-(tert-butyl)-1H-imidazol-1-yl)methyl)-3-cyanophenyl)-5-isobutylthiophene-2-sulfonamide C(C)(C)(C)C=1N(C=CN1)CC1=C(C=C(C=C1)C1=C(SC(=C1)CC(C)C)S(=O)(=O)N)C#N